C(#N)C(NC(=O)[C@@H]1[C@H]2C([C@H]2CN1C([C@H](C(C)(C)C)NC([C@H](C)OC)=O)=O)(C)C)C1=NN=CC2=CC=CC=C12 (1R,2S,5S)-N-[cyano(phthalazin-1-yl)methyl]-3-[(2S)-2-[[(2S)-2-methoxypropanoyl]amino]-3,3-dimethyl-butanoyl]-6,6-dimethyl-3-azabicyclo[3.1.0]hexane-2-carboxamide